N-(4-bromo-2-fluoro-5-methylphenyl)-6-chloro-1H-indole-3-sulfonamide BrC1=CC(=C(C=C1C)NS(=O)(=O)C1=CNC2=CC(=CC=C12)Cl)F